N-(3,4-difluorophenyl)benzo[d]oxazole FC=1C=C(C=CC1F)N1COC2=C1C=CC=C2